(R)-isopropyl 3-(2-(((1-(6-benzamido-9H-purin-9-yl)propan-2-yl)oxy)methyl)-2-oxo-1,3,2-dioxaphosphinan-5-yl)propanoate C(C1=CC=CC=C1)(=O)NC1=C2N=CN(C2=NC=N1)C[C@@H](C)OCP1(OCC(CO1)CCC(=O)OC(C)C)=O